FC1=CC=C(C=C1)C=1C(=C(N=NC1C)C(=O)N)OC 5-(4-fluorophenyl)-4-methoxy-6-methylpyridazine-3-carboxamide